C(C)(C)(C)OC(=O)N1CC(CC1)C=1N=C(C=2CCCCC2C1)OC 3-(1-methoxy-5,6,7,8-tetrahydroisoquinolin-3-yl)pyrrolidine-1-carboxylic acid tert-butyl ester